BrC=1C=CC=2C3(C4=CC=C(C=C4C2C1)Br)C1=CC=CC=C1N(C=1C=CC=CC13)C(COP(O)(O)=O)CC (2-(3',6'-dibromo-10H-spiro[acridin-9,9'-fluoren]-10-yl)butyl)phosphoric acid